(8aR,12aS)-11-(2-methoxyphenethyl)-4-methyl-4,5,6,7,8a,9,10,11,12,12a-decahydro-[1,4]diazepino[3,2,1-hi]pyrido[4,3-b]indole COC1=C(CCN2C[C@H]3[C@H](N4C5=C(C=CC=C35)N(CCC4)C)CC2)C=CC=C1